(1aR,5aR)-2-(5-Chloro-pyridin-2-yl)-1a,2,5,5a-tetrahydro-1H-2,3-diaza-cyclopropa[a]pentalene-4-carboxylic acid (tetrahydro-pyran-4-ylmethyl)-amide O1CCC(CC1)CNC(=O)C=1C=2C[C@@H]3[C@H](C2N(N1)C1=NC=C(C=C1)Cl)C3